N-[(9H-fluoren-9-ylmethoxy)carbonyl]-L-valyl-N-{4-[10-(biphenyl-4-yl)-4,7,10-trimethyl-3,8-dioxo-2,9-dioxa-4,7-diazaundec-1-yl]phenyl}-N5-carbamoyl-L-ornithinamide C1=CC=CC=2C3=CC=CC=C3C(C12)COC(=O)N[C@@H](C(C)C)C(=O)N[C@@H](CCCNC(N)=O)C(=O)NC1=CC=C(C=C1)COC(N(CCN(C(OC(C)(C)C1=CC=C(C=C1)C1=CC=CC=C1)=O)C)C)=O